C1NCCC2=NN3C(CCCCC3)=C21 2,3,4,7,8,9,10,11-octahydro-1H-pyrido[4',3':3,4]pyrazolo[1,5-a]azepin